C(C)C(C#N)C ethyl-propanenitrile